S1C(=CC=C1)CC=1C=C(C(=O)O)C=CC1 3-(thiophen-2-ylmethyl)benzoic acid